COC(CC1=C(C=C(C=C1)C)C1=CC(=C(C=C1)Cl)[N+](=O)[O-])=O 2-(4'-chloro-5-methyl-3'-nitro-[1,1'-biphenyl]-2-yl)acetic acid methyl ester